FC=1C=C2C(NN=C(C2=CC1F)[C@@H](C)N(C(C1=CC(=CC=C1)C(F)F)=O)C)=O |r| Racemic-N-(1-(6,7-difluoro-4-oxo-3,4-dihydrophthalazin-1-yl)ethyl)-3-(difluoromethyl)-N-methylbenzamide